C1(=CC=CC=C1)C1(C=2C=CC=CC2C(C2=CC=CC=C12)=O)C1=CC=CC=C1 10,10-diphenylanthracene-9(10H)-one